8,8-DIMETHYL-8H-THIENO[3',2':5,6]PYRIDO[3,2,1-JK]CARBAZOLE CC1(C2=C(N3C4=C1C=CC=C4C=4C=CC=CC34)SC=C2)C